CS(=O)(=O)C(C(=O)N)C 2-methylsulfonyl-propanamide